Cl.C(C)(C)(C)C1=NOC(=N1)C(=O)NCC1=C(C=C(C=C1)C1=NC=NN2C1=CC(=C2)N2CCOCC2)CC(F)F 3-(tert-butyl)-N-(2-(2,2-difluoroethyl)-4-(6-morpholinopyrrolo[2,1-f][1,2,4]triazin-4-yl)benzyl)-1,2,4-oxadiazole-5-carboxamide hydrochloride